NC1=CC(=C2C(=N1)C(C=1C(=CC=CC1O2)Cl)=O)Br 2-amino-4-bromo-9-chloro-10H-chromeno[3,2-b]pyridin-10-one